(R)-N-((1S,2R)-1-(5-bromo-2-fluorophenyl)-2-fluoro-3-(2,4,6-trioxo-1-(tetrahydro-2H-pyran-4-yl)hexahydropyrimidin-5-yl)propyl)-2-methylpropan-2-sulfinamide BrC=1C=CC(=C(C1)[C@@H]([C@@H](CC1C(NC(N(C1=O)C1CCOCC1)=O)=O)F)N[S@](=O)C(C)(C)C)F